N-(4-(trifluoromethyl)phenyl)hydrazinecarbothioamide FC(C1=CC=C(C=C1)NC(=S)NN)(F)F